9-oxo-11α,15-S-dihydroxy-5Z,13E-prostadienoic acid O=C1[C@H](CC\C=C/C=CC(=O)O)[C@H]([C@@H](C1)O)CCC(CCCCC)O